ClC1=C2CCC\C(\C2=CC=C1F)=N/O (E)-5-chloro-6-fluoro-3,4-dihydronaphthalen-1(2H)-one oxime